N-[2-[6-(tert-butylcarbamoyl)-3,4-dihydro-2H-1,4-benzoxazin-2-yl]-2-oxo-ethyl]Carbamic acid tert-butyl ester C(C)(C)(C)OC(NCC(=O)C1OC2=C(NC1)C=C(C=C2)C(NC(C)(C)C)=O)=O